Indole-5,6-quinone N1C=CC2=CC(C(C=C12)=O)=O